2-(5-((6-chloropyridin-3-yl)carbamoyl)spiro[2.3]hexan-5-yl)-5-(cyclopropoxycarbonyl)-5,6,7,8-tetrahydro-1,5-naphthyridin-1-ium ClC1=CC=C(C=N1)NC(=O)C1(CC2(CC2)C1)C1=[NH+]C=2CCCN(C2C=C1)C(=O)OC1CC1